NC1C2CN(CC12)C(=O)C1=CC=C(C=C1)C=1C=NC(=C(C1)OC(C)C1=C(C(=CC=C1Cl)F)Cl)N (6-amino-3-aza-bicyclo[3.1.0]hex-3-yl)-(4-{6-amino-5-[1-(2,6-dichloro-3-fluoro-phenyl)-ethoxy]-pyridin-3-yl}-phenyl)-methanone